C1(CCCCC1)C=NN cyclohexyl-formaldehyde hydrazone